C(CCCC)(=O)OCCCCCCCCCCCCCCCCCCCCCC n-docosyl valerate